C(CC)OC(C(=O)O)=C.C1=CC=CC=2C3=CC=CC=C3CC12 fluorene propoxyacrylate